(1S)-4-methylcyclohex-3-ene-1-carboxylate CC1=CC[C@H](CC1)C(=O)[O-]